O=C1N[C@H]2[C@@H](N1)CS[C@H]2CCCCC(=O)NCCNC(=O)C2=CC1=CC=CC(=C1C=C2)Br N-[2-[5-[(3aS,4S,6aR)-2-oxo-1,3,3a,4,6,6a-hexahydrothieno[3,4-d]imidazol-4-yl]pentanoylamino]ethyl]-5-bromo-naphthalene-2-carboxamide